CNCC1OCC2(C3=C1SC=C3)CC2 methyl-1-(5'H,7'H-spiro[cyclopropane-1,4'-thieno[2,3-c]pyran]-7'-yl)methylamine